2,2'-dihydroxy-4,4'-dibutoxybenzophenone OC1=C(C(=O)C2=C(C=C(C=C2)OCCCC)O)C=CC(=C1)OCCCC